O=C1N(CCC(N1)=O)N1C(C2=CC=C(C=C2C1=O)CN1CCC(CC1)C1=CC=C(C=C1)F)=O 2-(2,4-dioxotetrahydropyrimidin-1(2H)-yl)-5-((4-(4-fluorophenyl)piperidin-1-yl)methyl)isoindoline-1,3-dione